FC1(CC(CC1)C(C(=O)NC1=CC(=CC=C1)C(F)(F)F)C1=CC=C(C=C1)C=1N=NN(N1)C)F 2-(3,3-Difluorocyclopentyl)-2-(4-(2-methyl-2H-tetrazol-5-yl)phenyl)-N-(3-(trifluoromethyl)phenyl)acetamide